CC=1SC(=CN1)C(C)(C#C)O 2-(2-methylthiazol-5-yl)but-3-yn-2-ol